N1(CCC=O)C(=O)N(C)C=2N=CNC2C1=O TheophyllineAcetaldehyde